C(C1=CC=CC=C1)N(CC(COCCCCCNC(OC(C)(C)C)=O)F)CC1=CC=CC=C1 Tert-butyl N-[5-[3-(dibenzylamino)-2-fluoro-propoxy]pentyl]carbamate